methyl 3-(9-((4-(aminomethyl)-2-methylphenyl)carbamoyl)-4,5-dihydrobenzo[b]thieno[2,3-d]oxepin-8-yl)-6-((5-oxopyrrolidin-3-yl)carbamoyl)picolinate NCC1=CC(=C(C=C1)NC(=O)C1=CC2=C(OCCC3=C2SC=C3)C=C1C=1C(=NC(=CC1)C(NC1CNC(C1)=O)=O)C(=O)OC)C